ClC=1C(N(C=CC1)C=1C=NC(=CC1)N[C@@H]1C[C@H](CC1)NC=1SC2=NC=CC=C2N1)=O 3-Chloro-6'-(((1S,3S)-3-(thiazolo[5,4-b]pyridin-2-ylamino)cyclopentyl)amino)-2H-[1,3'-bipyridin]-2-one